C(#N)C1=CC=C(C=C1)C1=C(C(=CC=2N1N=CN2)C(=O)OC)F methyl 5-(4-cyanophenyl)-6-fluoro-[1,2,4]triazolo[1,5-a]pyridine-7-carboxylate